5-bromo-7-chloro-3-[5-(difluoromethyl)-1,3,4-thiadiazol-2-yl]-1H-benzimidazol-2-one BrC1=CC2=C(NC(N2C=2SC(=NN2)C(F)F)=O)C(=C1)Cl